BrC=1C=CC=C2CCN(CC12)C 8-bromo-2-methyl-1,2,3,4-tetrahydroisoquinoline